[F-].C(=O)(OCC1=CC=CC=C1)CC[N+](CCCCCCCCCCCC)(C)C N-(2-carbobenzyloxyethyl)-N-dodecyldimethylammonium fluoride